CN1N=CC(=C1)N1N=CC=CC1=O 2-(1-methyl-1H-pyrazol-4-yl)-3-oxo-2,3-dihydropyridazine